5-bromo-4-(5-cyclopropyl-1,3,4-oxadiazol-2-yl)-1-(3-fluoro-4-methylbenzoyl)-1,3-dihydro-2H-benzo[b]azepin-2-one BrC=1C2=C(N(C(CC1C=1OC(=NN1)C1CC1)=O)C(C1=CC(=C(C=C1)C)F)=O)C=CC=C2